CN1C(=NN=C1)S[C@@H](C)C=1C=C(C=CC1)N1N=CC(=N1)C1=CC=C(C(=O)O)C=C1 (S)-4-(2-(3-(1-(4-methyl-4H-1,2,4-triazol-3-ylsulfanyl)ethyl)phenyl)-2H-1,2,3-triazol-4-yl)benzoic acid